TETRAPHENYL-DIPROPYLENEGLYCOL DIPHOSPHITE OP(O)OP(O)O.C1(=CC=CC=C1)C(C(C1=CC=CC=C1)(C1=CC=CC=C1)C1=CC=CC=C1)(COC(C)CO)O